7,7-bis(4-(diethylamino)-2-ethoxyphenyl)furo[3,4-b]pyridin-5(7H)-one C(C)N(C1=CC(=C(C=C1)C1(OC(C=2C1=NC=CC2)=O)C2=C(C=C(C=C2)N(CC)CC)OCC)OCC)CC